N-cyclopropyl-2-(3-(4,4,5,5-tetramethyl-1,3,2-dioxaborolan-2-yl)phenoxy)acetamide C1(CC1)NC(COC1=CC(=CC=C1)B1OC(C(O1)(C)C)(C)C)=O